C1=C(C=CC2=CC=CC=C12)[C@@H](C)N (R)-1-(2-naphthyl)ethylamine